(-)-menthyl vinyl ether CC1CCC(C(C1)OC=C)C(C)C